C(C)(C)(C)OC(=O)N1[C@H](C[C@@]2(CC1)OCCC1=C2SC(=C1)C#N)C.ClC1=CC=C(C=C1)C(=C1C(OCC1)=O)C1=CC=C(C=C1)S(=O)(=O)C 3-[(4-chlorophenyl)[4-(methylsulfonyl)phenyl]methylene]dihydro-2(3H)-furanone tert-butyl-(2'S,7R)-2-cyano-2'-methyl-spiro[4,5-dihydrothieno[2,3-c]pyran-7,4'-piperidine]-1'-carboxylate